OC[C@H](C1=CC=CC=C1)NC1=NC(=NC=C1C1=NC(=NO1)C1=CC=NC=C1)NC=1C=C2C(NC(C2=CC1)=O)C 5-((4-(((S)-2-hydroxy-1-phenylethyl)amino)-5-(3-(pyridin-4-yl)-1,2,4-oxadiazol-5-yl)pyrimidin-2-yl)amino)-3-methylisoindolin-1-one